4-(3-(3-fluoro-4-methoxyphenyl)isoxazol-5-yl)-N2-(tetrahydro-2H-pyran-4-yl)pyrimidine-2,4-diamine FC=1C=C(C=CC1OC)C1=NOC(=C1)C1(NC(=NC=C1)NC1CCOCC1)N